tert-butyl ((1r,3r)-3-(4-(2-(4-((2-(2-oxa-6-azaspiro[3.3]heptan-6-yl)pyrimidin-4-yl)methoxy)phenyl)propan-2-yl)phenoxy)cyclobutyl)carbamate C1OCC12CN(C2)C2=NC=CC(=N2)COC2=CC=C(C=C2)C(C)(C)C2=CC=C(OC1CC(C1)NC(OC(C)(C)C)=O)C=C2